propanetrione C(C(C=O)=O)=O